2-amino-4-morpholinylphenol NC1=C(C=CC(=C1)N1CCOCC1)O